C(C)[S@@](=O)C=1C=C(C=NC1C1=NC2=C(C=NC(=C2)C(F)(F)F)N1C)C1(CC1)C#N 1-[5-[(R)-ethylsulfinyl]-6-[3-methyl-6-(trifluoromethyl)imidazo[4,5-c]pyridin-2-yl]-3-pyridyl]cyclopropanecarbonitrile